benzyl (R)-(1-hydroxypropan-2-yl)carbamate OC[C@@H](C)NC(OCC1=CC=CC=C1)=O